3-chloro-9-(2,4-difluorophenyl)-2-methyl-7-((2S,4S,6S)-2-methyl-6-(1-methyl-1H-pyrazol-4-yl)tetrahydro-2H-pyran-4-yl)-4H-pyrazino[1,2-a]pyrimidin-4-one ClC1=C(N=C2N(C1=O)C=C(N=C2C2=C(C=C(C=C2)F)F)[C@H]2C[C@@H](O[C@@H](C2)C=2C=NN(C2)C)C)C